5-Ethynyl-6-fluoro-4-(8-fluoro-2-(((2R,7aS)-2-fluorotetrahydro-1H-pyrrolizin-7a(5H)-yl)methoxy)-4-(3-(hydroxymethyl)azetidin-1-yl)-5-methoxypyrido[4,3-d]pyrimidin-7-yl)naphthalen-2-ol C(#C)C1=C2C(=CC(=CC2=CC=C1F)O)C1=C(C=2N=C(N=C(C2C(=N1)OC)N1CC(C1)CO)OC[C@]12CCCN2C[C@@H](C1)F)F